mercaptoadenine SC1=NC(=C2NC=NC2=N1)N